N1NN=CC2=C1C=CC=C2 2H-benzo[4,5]triazine